CC1=C(C=C2N=CC=NC2=C1)CNC=1C=NC=CC1O[C@H]1CNCC1 (R)-N-((7-methylquinoxalin-6-yl)methyl)-4-(pyrrolidin-3-yloxy)pyridin-3-amine